N-((2-(6-(2-(cyclopropylmethyl)piperazin-1-yl)pyridin-2-yl)-1,6-naphthyridin-7-yl)methyl)-4-methyl-3-(methylsulfonyl)benzamide C1(CC1)CC1N(CCNC1)C1=CC=CC(=N1)C1=NC2=CC(=NC=C2C=C1)CNC(C1=CC(=C(C=C1)C)S(=O)(=O)C)=O